6-(2-hydroxyprop-2-yl)-2-((1r,4r)-4-((meth-yl-(2-(piperidin-4-yl)ethyl)amino)methyl)cyclohexyl)-2H-indazol OC(C)(C)C=1C=CC2=CN(N=C2C1)C1CCC(CC1)CN(CCC1CCNCC1)C